3-(5-{4-[(5-fluoropyridin-2-yl)methyl]piperazin-1-yl}-1H-pyrrolo[3,2-b]pyridin-3-yl)-1-[4-(trifluoromethyl)phenyl]urea FC=1C=CC(=NC1)CN1CCN(CC1)C1=CC=C2C(=N1)C(=CN2)NC(NC2=CC=C(C=C2)C(F)(F)F)=O